4-(1-(4-fluorobenzyl)-1H-imidazo[4,5-b]pyridin-6-yl)-3,5-dimethylisoxazole FC1=CC=C(CN2C=NC3=NC=C(C=C32)C=3C(=NOC3C)C)C=C1